FC=1C=C(C=CC1OCCOC)C1C(C(N(CC1)CCN1C=CC=C1)C)COC1=CC=C2CNC(C2=C1)=O (-)-6-{[trans,trans-4-[3-fluoro-4-(2-methoxyethoxy)phenyl]-2-methyl-1-[2-(1H-pyrrol-1-yl)ethyl]piperidin-3-yl]methoxy}-2,3-dihydro-1H-isoindol-1-one